COC(=O)C12CC(C1)(C2)NC(COC2=CC=C(C=C2)Cl)=O 3-(2-(4-chlorophenoxy)acetamido)bicyclo[1.1.1]pentane-1-carboxylic acid methyl ester